6-((2,3-dihydrobenzofuran-5-yl)sulfonyl)-2-((1-(tetrahydro-2H-pyran-2-yl)-1H-pyrazol-3-yl)methyl)phthalazin-1(2H)-one O1CCC2=C1C=CC(=C2)S(=O)(=O)C=2C=C1C=NN(C(C1=CC2)=O)CC2=NN(C=C2)C2OCCCC2